((3R,5R,6S)-6-methyl-2-oxo-1-(2,2,2-trifluoroethyl)-5-(2,3,6-trifluorophenyl)piperidine-3-yl)tert-butyl carbamate C(N)(OC(C[C@@H]1C(N([C@H]([C@H](C1)C1=C(C(=CC=C1F)F)F)C)CC(F)(F)F)=O)(C)C)=O